(S)-2-amino-N-isopropyl-6-(2,4,5-trimethyl-3,6-dioxocyclohexa-1,4-dien-1-yl)hexanamide N[C@H](C(=O)NC(C)C)CCCCC1=C(C(C(=C(C1=O)C)C)=O)C